1-p-methylphenyl-4-m-methylphenyl-1,2,3-triazole CC1=CC=C(C=C1)N1N=NC(=C1)C1=CC(=CC=C1)C